3-((4-(2-(5-bromo-2-oxopyridin-1(2H)-yl)acetyl)-5-methyl-1H-pyrazol-1-yl)methyl)benzonitrile BrC=1C=CC(N(C1)CC(=O)C=1C=NN(C1C)CC=1C=C(C#N)C=CC1)=O